N-(cis-1-(bicyclo[1.1.1]pent-1-ylcarbonyl)-2-(biphenyl-3-ylmethyl)pyrrolidin-3-yl)methanesulfonamide C12(CC(C1)C2)C(=O)N2[C@H]([C@H](CC2)NS(=O)(=O)C)CC=2C=C(C=CC2)C2=CC=CC=C2